[(1S,2R,3S,4S,5R,6S)-3-acetoxy-2,6-diazido-5-[(2R,3R,6S)-3-azido-6-[[benzyl (benzyloxy carbonyl)amino]methyl]tetrahydropyran-2-yl]oxy-4-hydroxy-cyclohexyl]acetate C(C)(=O)O[C@H]1[C@@H]([C@H]([C@@H]([C@H]([C@@H]1O)O[C@H]1O[C@@H](CC[C@H]1N=[N+]=[N-])CN(C(=O)OCC1=CC=CC=C1)CC1=CC=CC=C1)N=[N+]=[N-])CC(=O)[O-])N=[N+]=[N-]